(2-chloropyrimidin-4-yl)quinolin-2-amine ClC1=NC=CC(=N1)C=1C(=NC2=CC=CC=C2C1)N